palladium bis(triphenylphosphine) chloride [Cl-].C1(=CC=CC=C1)P(C1=CC=CC=C1)C1=CC=CC=C1.C1(=CC=CC=C1)P(C1=CC=CC=C1)C1=CC=CC=C1.[Pd+2].[Cl-]